ClC1=C(C=CC(=C1)OC1=NC=NC2=CC(=C(C=C12)OC)O)NC(=O)NC1=CC=C(C=C1)C 1-(2-chloro-4-((7-hydroxy-6-methoxyquinazolin-4-yl)oxy)phenyl)-3-(p-tolyl)urea